C(C)OC(C(F)(F)F)(C(F)(F)F)[C@]1(CN(CC1)CC=1C=NC=CC1)CCC1=CC=C(C=C1)F |o1:12| (R or S)-3-((3-(2-ethoxy-1,1,1,3,3,3-hexafluoro-propan-2-yl)-3-(4-fluorophenethyl)pyrrolidin-1-yl)methyl)pyridine